ClC1=CC=C(C=C1)C(C(=O)N1CCN(CC1)C1CCN(CC1)C=1C=C2C(N(C(C2=CC1)=O)C1C(NC(CC1)=O)=O)=O)(F)F 5-(4-(4-(2-(4-chlorophenyl)-2,2-difluoroacetyl)piperazin-1-yl)piperidin-1-yl)-2-(2,6-dioxopiperidin-3-yl)isoindoline-1,3-dione